N[C@@H](CNC(=O)N)C(=O)O L-albizziin